tert-Butyl 6-((4-amino-3-(1H-pyrrolo[2,3-b]pyridin-5-yl)-1H-pyrazolo[3,4-d]pyrimidin-1-yl)methyl)-3,4-dihydroisoquinoline-2(1H)-carboxylate NC1=C2C(=NC=N1)N(N=C2C=2C=C1C(=NC2)NC=C1)CC=1C=C2CCN(CC2=CC1)C(=O)OC(C)(C)C